C(C1=CC=CC=C1)OC=1C=NC2=C(C=C(C=C2C1)C#N)Br 3-(benzyloxy)-8-bromoquinoline-6-carbonitrile